NCCCN1NC=C(C1)C(=O)O 2-(3-aminopropyl)-1H-pyrazole-4-carboxylic acid